4-Amino-N-(1-((2-fluorophenyl)amino)-6-methylisoquinolin-5-yl)imidazo[2,1-f][1,2,4]Triazine-7-carboxamide NC1=NC=NN2C1=NC=C2C(=O)NC2=C1C=CN=C(C1=CC=C2C)NC2=C(C=CC=C2)F